(S)-(1,3-Dimethyl-pyrrolidin-3-yl)-(4-phenoxy-phenyl)-(4-trifluoromethoxy-phenyl)-methanol CN1CC(CC1)(C)[C@@](O)(C1=CC=C(C=C1)OC(F)(F)F)C1=CC=C(C=C1)OC1=CC=CC=C1